C(CC(=O)C)(=O)[O-].C(CC(=O)C)(=O)[O-].CC([O-])C.CC([O-])C.[Ti+4] titanium diisopropoxide bis(acetoacetate)